6-chloro-N-[5-(difluoromethoxy)-4,6-dimethoxy-pyrimidin-2-yl]-7-(triazol-2-yl)-1H-indole-3-sulfonic acid amide ClC1=CC=C2C(=CNC2=C1N1N=CC=N1)S(=O)(=O)NC1=NC(=C(C(=N1)OC)OC(F)F)OC